BrC=1C=CC(=NC1)N1CCC(CC1)C1=CC=C(OCCN2[C@@H](CN(C[C@@H]2C)C(C)=O)C)C=C1 1-[(3R,5S)-4-{2-[4-(1-(5-bromopyridin-2-yl)piperidin-4-yl)phenoxy]ethyl}-3,5-dimethylpiperazin-1-yl]ethanone